C(C)(C)(CC)OOC1(CCCCC1)OOC(C)(C)CC 1,1-di(t-amyl-peroxy)cyclohexane